5-(3,4-dimethylpiperazin-1-yl)-2,3-dihydro-1,4-benzodioxine CC1CN(CCN1C)C1=CC=CC=2OCCOC21